CC=1CCC(C(C1)C1=C(C=C(C=C1CN(C([O-])=O)CC)CCCCC)CN(C([O-])=O)CC)C(=C)C 5'-methyl-4-pentyl-2'-(prop-1-en-2-yl)-1',2',3',4'-tetrahydro-[1,1'-biphenyl]-2,6-diylbis(ethyl (methyl) carbamate)